O=C1N(C(C2=CC=CC=C12)=O)C(CC(=O)OC1=CC=CC=C1)C1=CC=CC=C1 phenyl 3-(1,3-dioxoisoindolin-2-yl)-3-phenylpropionate